CN1C(=O)C2C(CC3C(C2)O3)C1=O N-methyl-4,5-epoxycyclohexane-1,2-dicarboximide